N-(2,4-dichloro-3-iodophenyl)-N-((2-(trimethylsilyl)ethoxy)methyl)propane-1-sulfonamide ClC1=C(C=CC(=C1I)Cl)N(S(=O)(=O)CCC)COCC[Si](C)(C)C